C1=CC=CC2=NC3=CC=CC=C3C(=C12)CCCCCCC=1C2=CC=CC=C2N=C2C=CC=CC12 1,6-bis(9-acridinyl)hexane